C(=O)(OCC1C2=CC=CC=C2C2=CC=CC=C12)N[C@@H](CC(N)=O)C(=O)O FMOC-L-asparagine